BrCCOCCOCCOCCOCCBr 1,14-dibromo-3,6,9,12-tetraoxatetradecane